N-(6-(2-fluoro-4-(piperidin-4-yloxy)phenyl)quinolin-4-yl)benzo[d]thiazol-5-amine FC1=C(C=CC(=C1)OC1CCNCC1)C=1C=C2C(=CC=NC2=CC1)NC=1C=CC2=C(N=CS2)C1